(S)-5-amino-4-(5-bromo-6-methyl-1-oxoisoindolin-2-yl)-5-oxopentanoic acid tert-butyl ester C(C)(C)(C)OC(CC[C@@H](C(=O)N)N1C(C2=CC(=C(C=C2C1)Br)C)=O)=O